2-(4-bromophenyl)-7-(dibenzo[b,d]furan-4-yl)-9-phenyl-9H-carbazole BrC1=CC=C(C=C1)C1=CC=2N(C3=CC(=CC=C3C2C=C1)C1=CC=CC2=C1OC1=C2C=CC=C1)C1=CC=CC=C1